(S)-N-(4-(3,3-difluorocyclobutyl)-1-methyl-3-(4-(trifluoromethoxy)phenyl)-1H-pyrazol-5-yl)-2-(2,2,3,3-tetrafluorocyclobutyl)acetamide FC1(CC(C1)C=1C(=NN(C1NC(C[C@@H]1C(C(C1)(F)F)(F)F)=O)C)C1=CC=C(C=C1)OC(F)(F)F)F